(Z)-1-(2-fluoro-4-(1-(4-((trifluoromethyl)sulfonyl)phenyl)-1H-1,2,4-triazol-3-yl)phenyl)-3-(3-(2-isopropyl-5-methylphenyl)-4-oxothiazolidin-2-ylidene)urea FC1=C(C=CC(=C1)C1=NN(C=N1)C1=CC=C(C=C1)S(=O)(=O)C(F)(F)F)NC(=O)\N=C\1/SCC(N1C1=C(C=CC(=C1)C)C(C)C)=O